C(C=CC=CCCCCCCCCC)=O tetradecadiene-1-aldehyde